[2H]COC=1C=C(C=CC(=O)NC=2C(C(=O)O)=CC=CC2)C=CC1OC[2H] N-(3,4-dideuteromethoxycinnamoyl)anthranilic acid